N1C=C(C2=CC=CC=C12)CCCC(=O)O 4-(1H-indol-3-yl)butyric acid